[5-(3-chloro-4-fluorophenoxy)pyridin-2-yl]-1-methyl-6-oxo-1,6-dihydropyridine-3-carboxamide ClC=1C=C(OC=2C=CC(=NC2)C=2N(C(C=CC2C(=O)N)=O)C)C=CC1F